N-allyl-4'-propargyloxy-4-biphenylsulfonamide C(C=C)NS(=O)(=O)C1=CC=C(C=C1)C1=CC=C(C=C1)OCC#C